N[C@@H]1CN(C[C@H]1F)C1=CC=C(C=C1)C1CN(C1)C[C@H]1CN(C[C@H](O1)C)C1=CC(N(C2=NC=CC=C12)C)=O 4-[(2S,6R)-2-[[3-[4-[(3R,4R)-3-amino-4-fluoro-pyrrolidin-1-yl]phenyl]azetidin-1-yl]methyl]-6-methyl-morpholin-4-yl]-1-methyl-1,8-naphthyridin-2-one